FC1(CN(C[C@H]([C@@H]1NC(=O)C=1C=2N(C=C(C1)C#CCNC1=C(C=C(C(=C1)F)C(NC)=O)OC)C(=CN2)SC(F)(F)F)C)C)F |r| racemic-trans-N-[3,3-difluoro-1,5-dimethyl-4-piperidyl]-6-[3-[5-fluoro-2-methoxy-4-(methylcarbamoyl)anilino]prop-1-ynyl]-3-(trifluoromethylsulfanyl)imidazo[1,2-a]pyridine-8-carboxamide